(2-[4-amino-7-bromo-[1,3]thiazolo[4,5-c]quinolin-2-yl]ethyl)carbamic acid tert-butyl ester C(C)(C)(C)OC(NCCC=1SC2=C(C(=NC=3C=C(C=CC23)Br)N)N1)=O